2-ethylhexyl dimethylaminobenzoate CN(C)C1=C(C(=O)OCC(CCCC)CC)C=CC=C1